Cl.C(C)OC(C(C(N)C)C)=O 2,3-dimethyl-beta-alanine ethyl ester HCl salt